NC=1C(=CC=C2C=NN(C12)C)C(C)=O 1-(7-AMINO-1-METHYL-1H-INDAZOL-6-YL)ETHAN-1-ONE